ClC1=CC=C(C=C1)C=1N=C(C=2N(C1)N=C(N2)O[C@H](COC)C)C=2C=NN(C2)C (S)-6-(4-Chlorophenyl)-2-((1-methoxypropan-2-yl)oxy)-8-(1-methyl-1H-pyrazole-4-yl)-[1,2,4]triazolo[1,5-a]pyrazine